CC=1N=C(N=NC1)N 5-Methyl-1,2,4-triazin-3-amine